FC(C(=O)O)(F)F.C1(CC1)N1C(N(C=2C(C1=O)=C(N(C(C2C)=O)C)NC2=C(C=C(C=C2)I)F)C=2C=C(C=CC2)C2=C(C=CC=C2)S(=O)(=O)N)=O (3-(3-Cyclopropyl-5-((2-fluoro-4-iodophenyl)amino)-6,8-dimethyl-2,4,7-trioxo-3,4,6,7-tetrahydropyrido[4,3-d]pyrimidin-1(2H)-yl)phenyl)benzenesulfonamide 2,2,2-trifluoroacetate